ClC1=C(C(=O)O)C(=CC(=C1)C1=NC=NC(=C1)NCCN1C(=CC2=C(C=CC(=C12)F)OC)C)OCC(F)(F)F 2-Chloro-4-{6-[2-(7-fluoro-4-methoxy-2-methyl-indol-1-yl)-ethylamino]-pyrimidin-4-yl}-6-(2,2,2-trifluoro-ethoxy)-benzoic acid